1-(3-(benzo[d][1,3]dioxol-5-yl)-6-(4,4,4-trifluorobutyl)pyrazin-2-yl)-4-hydroxypiperidine-4-carboxylic acid O1COC2=C1C=CC(=C2)C=2C(=NC(=CN2)CCCC(F)(F)F)N2CCC(CC2)(C(=O)O)O